2-[(1R)-1-[3-(2-cyclopropyl-4-pyridyl)isoxazol-5-yl]ethyl]isoindoline-1,3-dione C1(CC1)C1=NC=CC(=C1)C1=NOC(=C1)[C@@H](C)N1C(C2=CC=CC=C2C1=O)=O